(2S,3S,4R,5R)-2-((S)-6-chloroisochroman-1-yl)-5-(4-methyl-7H-pyrrolo[2,3-d]pyrimidin-7-yl)tetrahydrofuran-3,4-diol ClC=1C=C2CCO[C@@H](C2=CC1)[C@H]1O[C@H]([C@@H]([C@@H]1O)O)N1C=CC2=C1N=CN=C2C